4-(4-(3,7,9-triazabicyclo-[3.3.1]nonan-3-yl)-6-chloro-8-fluoro-2-(((2R,7aS)-2-fluorotetrahydro-1H-pyrrolizin-7a(5H)-yl)methoxy)-quinazolin-7-yl)-7-fluoro-benzo[d]thiazol-2-amine C12CN(CC(CNC1)N2)C2=NC(=NC1=C(C(=C(C=C21)Cl)C2=CC=C(C1=C2N=C(S1)N)F)F)OC[C@]12CCCN2C[C@@H](C1)F